2,5,6-trihydroxypyridine OC1=NC(=C(C=C1)O)O